acetic acid ruthenium salt [Ru+3].C(C)(=O)[O-].C(C)(=O)[O-].C(C)(=O)[O-]